COC1=C(C=CC(=C1)/C=C/C(=O)NC[C@@H](C2=CC=C(C=C2)O)O)O The molecule is a member of the class of cinnamamides that is an enamide obtained by the formal condensation of the amino group of (R)-octopamine with the carboxy group of ferulic acid. Isolated from Pisonia aculeata, it exhibits antitubercular activity. It has a role as a metabolite, a plant metabolite and an antitubercular agent. It is a member of cinnamamides, a member of phenols, a monomethoxybenzene and a secondary carboxamide. It derives from a (R)-octopamine and a ferulic acid.